S(=O)(=O)(O)C1=CC=C(C)C=C1.CC(COC(C)COC(C)COC(C)CO)O tetrapropylene glycol monotosylate